IC1=CC2=C(N=CC=C2O)N1S(=O)(=O)C1=CC=C(C)C=C1 2-iodo-1-tosyl-1H-pyrrolo[2,3-b]pyridin-4-ol